BrC1=C2CC(N(C2=CC=C1C)CC(F)(F)F)=O 4-Bromo-5-methyl-1-(2,2,2-trifluoroethyl)indolin-2-one